C(C=C)(=O)N1[C@H](CN(C[C@H]1C)C1=NC(N2C3=C(C(=C(C=C13)C(F)(F)F)C1=CC=C(C=C1)F)SCC(C2)C=2SC=CC2)=O)C 8-((3s,5r)-4-propenoyl-3,5-dimethylpiperazin-1-yl)-11-(4-fluorophenyl)-3-(thiophen-2-yl)-10-(trifluoromethyl)-3,4-dihydro-2h,6h-[1,4]thiazepino[2,3,4-ij]quinazolin-6-one